1,4-androstadiene C[C@@]12CCC[C@H]1[C@@H]1CCC3=CCC=C[C@]3(C)[C@H]1CC2